NC1=CC(=NC(=C1)NC1=CC(=CC=C1)O)C(=O)NC1CC2=CC=CC=C2C1 4-amino-N-(2,3-dihydro-1H-inden-2-yl)-6-((3-hydroxyphenyl)amino)picolinamide